1-benzyl-6,7-dihydro-1H-pyrazolo[3'',4'':4',5']pyrimido[1',2':1,2]pyrido[3,4-b]indol-4(12H)-one C(C1=CC=CC=C1)N1N=CC2=C1N=C1N(CCC3=C1NC1=CC=CC=C31)C2=O